C(C)(C)(C)OC(N(C)[C@@H](CN1C(C=2C=C3C(=CC2CC1)N(C(=N3)C=3N(C1=C(C=CC=C1C3)O)CC3CC3)C)=O)C)=O (R)-(1-(2-(1-(cyclopropylmethyl)-7-hydroxy-1H-indol-2-yl)-1-methyl-5-oxo-1,5,7,8-tetrahydro-6H-imidazo[4,5-g]isoquinolin-6-yl)propan-2-yl)(methyl)carbamic acid tert-butyl ester